C(CC(=O)C)(=O)[O-].C(CC(=O)C)(=O)[O-].C(C)(=O)CC([CH2-])=O.[Al+3] Aluminum monoacetylacetonide bis(acetoacetate)